OC=1N=C2C(NC(N=C2N(C1)C1CCOCC1)(N)NC1CCN(CC1)S(=O)(=O)C)=O 6-hydroxy-2-((1-(methylsulfonyl)piperidin-4-yl)amino)-8-(tetrahydro-2H-pyran-4-yl)pterin